NC1=NC2=CC=C(C=C2C=C1C)C(=O)N(CC1=NC=C(C=C1)C(F)(F)F)C[C@@H]1C[C@@H](CCC1)O 2-amino-N-(((1S,3R)-3-hydroxycyclohexyl)methyl)-3-methyl-N-((5-(trifluoromethyl)-2-pyridinyl)methyl)-6-quinolinecarboxamide